C(C)(C)OC=1C=CC(=C(C1)CN1CCN(CC1)C=1SC2=C(N1)C=CC=C2)C=2N=NNN2 2-[4-[[5-isoprop-oxy-2-(2H-tetrazol-5-yl)phenyl]meth-yl]piperazin-1-yl]-1,3-benzothiazole